monostyrenyl phenyl ether C1(=CC=CC=C1)OC=CC1=CC=CC=C1